ClC1=CC=C2C(=N1)N(C(=C2)C(=O)OC)CC2CC2 methyl 6-chloro-1-(cyclopropylmethyl)-1H-pyrrolo[2,3-b]pyridine-2-carboxylate